C(CCC)C(CSSCC(CCCCCC)CCCC)CCCCCC (2-butyloctyl) disulfide